(3R)-3-amino-7-(5-tert-butyl-1,3,4-oxadiazol-2-yl)-1,1-dioxo-5-[[4-[5-(trifluoromethyl)-1,2,4-oxadiazol-3-yl]phenyl]methyl]-2,3-dihydro-1λ6,5-benzothiazepine-4-One N[C@H]1CS(C2=C(N(C1=O)CC1=CC=C(C=C1)C1=NOC(=N1)C(F)(F)F)C=C(C=C2)C=2OC(=NN2)C(C)(C)C)(=O)=O